N1=CN=C2N=CNC2=C1N ADENINE